O(CCC(=O)O)CCC(=O)O 3,3'-oxydipropionic acid